2-Chloro-4-hydrazino-6-methylpyrido[3,4-d]pyrimidine ClC=1N=C(C2=C(N1)C=NC(=C2)C)NN